n-octyl ortho-hydroxybenzoate OC1=C(C(=O)OCCCCCCCC)C=CC=C1